vinyl 2,2-dimethylpentanoate CC(C(=O)OC=C)(CCC)C